(3-(methoxycarbonyl)pyrazolo[1,5-a]pyridin-6-yl)boronic acid COC(=O)C=1C=NN2C1C=CC(=C2)B(O)O